C1(=CC=CC=2OC3=C(C21)C=CC=C3)C3=CC=2OC=1C=C(C=C4OC=5C=CC=CC5N(C14)C2C=C3)C3=CC=CC=2OC1=C(C23)C=CC=C1 3,7-bis(dibenzofuran-1-yl)-5,9-dioxa-13b-azanaphtho[3,2,1-de]anthracene